(3-((2-chloro-6-methylpyridin-3-yl)oxy)azetidin-1-yl)(6-(3-cyclopropyl-1H-1,2,4-triazol-1-yl)-2-azaspiro[3.3]heptan-2-yl)methanone ClC1=NC(=CC=C1OC1CN(C1)C(=O)N1CC2(C1)CC(C2)N2N=C(N=C2)C2CC2)C